O=C1NCCC1C1=CC=CC=C1 2-oxo-3-phenylpyrrolidin